5-[4-amino-5-(trifluoromethyl)pyrrolo[2,1-f][1,2,4]triazin-7-yl]-4-fluoro-N-[(3R,4S)-4-fluoro-1-(2-methyl-1,3-thiazole-4-carbonyl)pyrrolidin-3-yl]-2-methylbenzamide NC1=NC=NN2C1=C(C=C2C=2C(=CC(=C(C(=O)N[C@@H]1CN(C[C@@H]1F)C(=O)C=1N=C(SC1)C)C2)C)F)C(F)(F)F